FC(C(NC1=CC=C(C=C1)C1=CC2=C(N=CN=C2N2CCOCC2)N1COCC[Si](C)(C)C)C1CCN(CC1)C(=O)OC(C)(C)C)(F)F tert-butyl 4-(2,2,2-trifluoro-1-((4-(4-morpholino-7-((2-(trimethylsilyl)ethoxy)methyl)-7H-pyrrolo[2,3-d]pyrimidin-6-yl)phenyl)amino)ethyl)piperidine-1-carboxylate